Cl.ClC1=CC=C(C=C1)C1=NC2=C(N1C(C(=O)NC1CCCC1)C1CCCC1)C=CC=C2 2-[2-(4-chloro-phenyl)-benzimidazol-1-yl]-2,N-dicyclopentyl-acetamide hydrochloride